tert-butyl 3-(benzo[d]thiazol-2-yl)-2-(4-((tert-butoxycarbonyl)(isopropyl)amino)-2-hydroxybutyramido)-4,7-dihydrothieno[2,3-c]pyridine-6(5H)carboxylate S1C(=NC2=C1C=CC=C2)C2=C(SC=1CN(CCC12)C(=O)OC(C)(C)C)NC(C(CCN(C(C)C)C(=O)OC(C)(C)C)O)=O